FC(OC1=CC=C(C=C1)C(C=CC1=CC(=C(C=C1)OC)O)=O)F 1-[4-(Difluoromethoxy)phenyl]-3-(3-hydroxy-4-methoxyphenyl)prop-2-en-1-one